O=C[C@H](O)[C@@H](O)[C@H](O)[C@H](O)CO.[Ca] calcium glucose